(1S,2S)-N-(6-(5-chloro-6-fluoro-7-(1-(2-methyl-1H-imidazol-1-yl)ethyl)-1H-indazol-4-yl)imidazo[1,2-a]pyrazin-2-yl)-2-fluorocyclopropane-1-carboxamide ClC=1C(=C2C=NNC2=C(C1F)C(C)N1C(=NC=C1)C)C=1N=CC=2N(C1)C=C(N2)NC(=O)[C@H]2[C@H](C2)F